acryloyloxydichlorophenoxychlorophenol C(C=C)(=O)OC1=C(C(=C(C(=C1O)Cl)OC1=CC=CC=C1)Cl)Cl